3,3-diethyl-5-methyl-2,4-piperidinedione C(C)C1(C(NCC(C1=O)C)=O)CC